3-(3-methoxy-1-methylpropyl)imidazo[1,2-a]Pyrazin-8-amine COCCC(C)C1=CN=C2N1C=CN=C2N